[C-]1(C=CC=C1)C=1N=NN(C1)CC1=CC=C(C=C1)C=C.[CH-]1C=CC=C1.[Fe+2] 4-ferrocenyl-1-(4-vinylbenzyl)-1H-1,2,3-triazol